1-[3-(1-Hydroxyethyl)-6-[6-[(2-oxo-1-piperidinyl)methyl]benzimidazol-1-yl]-2-pyridinyl]-5-methyl-pyrazole-3-carbonitrile OC(C)C=1C(=NC(=CC1)N1C=NC2=C1C=C(C=C2)CN2C(CCCC2)=O)N2N=C(C=C2C)C#N